3-(4-Hydroxy-3-methoxyphenyl)-1-[2-(trifluoromethyl)phenyl]prop-2-en-1-one OC1=C(C=C(C=C1)C=CC(=O)C1=C(C=CC=C1)C(F)(F)F)OC